ClC=1C=CC(=C(C=NO)C1)CN1C(NC(C2=C1C=CN2)=O)=S 5-chloro-2-((4-oxo-2-thioxo-2,3,4,5-tetrahydro-1H-pyrrolo[3,2-d]pyrimidin-1-yl)methyl)benzaldehyde oxime